OC(C)(C)C1=CC=C2C(=CC=NC2=C1)C(=O)NCC(=O)O (7-(2-hydroxy-prop-2-yl)quinoline-4-carbonyl)glycine